FC=1C=C(C=C(C1N1CC(NS1(=O)=O)=O)O)C1=C(C=C(C(=C1)C)NCCC(C)C)C 5-(3-Fluoro-5-hydroxy-4'-(isopentylamino)-2',5'-dimethyl-[1,1'-biphenyl]-4-yl)-1,2,5-thiadiazolidin-3-one 1,1-dioxide